C(#C)C1=CC=C(C=C1)S(=O)(=O)N=C(NCCS(N)(=O)=O)N1N=C([C@H](C1)C1=CC=CC=C1)C1=CC=C(C=C1)F (S)-N'-((4-ethynylphenyl)sulfonyl)-3-(4-fluorophenyl)-4-phenyl-N-(2-sulfamoylethyl)-4,5-dihydro-1H-pyrazole-1-carboximidamide